(trifluoromethyl)Lithium FC(F)(F)[Li]